ClC1=C(O)C=CC=C1O 2-Chloro-resorcin